ethyl 2-(2-(2-hydroxyethoxy) ethoxy)-4-toluenesulfonate OCCOCCOC1=C(C)C=CC(=C1)S(=O)(=O)OCC